C1(CC1)C=1C(=CC(=C(C(=O)O)C1)F)COCC1(CCNCC1)F 5-cyclopropyl-2-fluoro-4-(((4-fluoropiperidin-4-yl)methoxy)methyl)benzoic acid